C(C)C1C2N(CC(C=C2)(C1)C)C(=O)OC endo-Methyl 7-ethyl-4-methyl-2-azabicyclo[2.2.2]oct-5-ene-2-carboxylate